2-tert-butylimino-N,N-diethyl-1,3-dimethyl-1,3,2-diazaphosphine-2-amine C(C)(C)(C)N=P1(N(C=CCN1C)C)N(CC)CC